(13S)-10,13-dimethyl-17-oxohexadecahydro-1H-cyclopenta[a]phenanthren-3-yl 3-((R)-6'-hydroxy-2',4',6'-trimethyl-7'-oxo-6',7'-dihydrospiro[cyclopropane-1,5'-inden]-3'-yl)propanoate O[C@@]1(C2(C(=C3C(=C(C=C3C1=O)C)CCC(=O)OC1CCC3(C4CC[C@@]5(C(CCC5C4CCC3C1)=O)C)C)C)CC2)C